(S)-5-((1-(6-chloro-7-isopropoxy-2-oxo-1,2-dihydroquinolin-3-yl)ethyl)amino)-1-methyl-6-oxo-1,6-dihydropyridine-2-carbonitrile ClC=1C=C2C=C(C(NC2=CC1OC(C)C)=O)[C@H](C)NC1=CC=C(N(C1=O)C)C#N